(2R)-2-(6-{5-chloro-2-[(1-methyl-1H-pyrazol-5-yl)amino]pyrimidin-4-yl}-1-oxo-2,3-dihydro-1H-isoindol-2-yl)-N-[(1S)-2-hydroxy-1-(6-methylpyridin-2-yl)ethyl]propionamide ClC=1C(=NC(=NC1)NC1=CC=NN1C)C1=CC=C2CN(C(C2=C1)=O)[C@@H](C(=O)N[C@H](CO)C1=NC(=CC=C1)C)C